N[C@H](C(=O)NC1=NC=CC(=C1)C(C)(C)N1C(N[C@@H](C1)C(F)(F)F)=O)C1CCC(CC1)(F)F (S)-2-amino-2-(4,4-difluorocyclohexyl)-N-(4-(2-((S)-2-oxo-4-(trifluoromethyl)imidazolidin-1-yl)propan-2-yl)pyridin-2-yl)acetamide